2-methyl-N-phenyl-1,4-phenylenediamine CC1=C(C=CC(=C1)N)NC1=CC=CC=C1